FC=1C(=NC=CC1C)C1=CC(=NC=N1)O 6-(3-fluoro-4-methylpyridin-2-yl)pyrimidin-4-ol